[Al].[Ti].[Cu] copper-titanium aluminum